tert-Butyl N-[(1S)-2-[2-chloro-7-methyl-4-(2-thienylmethylamino)thieno[3,2-d]pyrimidin-6-yl]-1-methyl-ethyl]carbamate ClC=1N=C(C2=C(N1)C(=C(S2)C[C@H](C)NC(OC(C)(C)C)=O)C)NCC=2SC=CC2